FC1=C(C(=C(C(=C1[B-](C1=C(C(=C(C(=C1F)F)F)F)F)(C1=C(C(=C(C(=C1F)F)F)F)F)C1=C(C(=C(C(=C1F)F)F)F)F)F)F)F)F.CC(CCCCC)([NH3+])C N-dimethylhexyl-ammonium tetrakis(pentafluorophenyl)borate